(-)-dibenzoyl-L-tartaric acid C1=CC=C(C=C1)C(=O)O[C@H]([C@H](C(=O)O)OC(=O)C2=CC=CC=C2)C(=O)O